C1(CC1)C1=CC(=NO1)C1=C(C=CC=C1)OC(F)(F)F 5-Cyclopropyl-3-(2-trifluoromethoxyphenyl)isoxazol